manganese iron carbonate Salt C([O-])([O-])=O.[Fe+2].[Mn+2].C([O-])([O-])=O